S-(((2S,3S,4R,5R)-5-(4-amino-7H-pyrrolo[2,3-d]pyrimidin-7-yl)-3,4-dihydroxy-3-methyltetrahydrofuran-2-yl)methyl)-L-homocysteine NC=1C2=C(N=CN1)N(C=C2)[C@H]2[C@@H]([C@]([C@H](O2)CSCC[C@H](N)C(=O)O)(C)O)O